C(C)(=O)C=1C(=NC(=CC1)Cl)N1N=C(C=C1C)C#N 1-(3-Acetyl-6-chloro-2-pyridinyl)-5-methyl-pyrazole-3-carbonitrile